C1NCC12CC(C2)C2=NN(C=1C=CC=C(C21)C2=C(C=C1C=NN(C1=C2)C)F)CC(=O)OCC ethyl 2-(3-{2-azaspiro[3.3]heptan-6-yl}-5'-fluoro-1'-methyl-[4,6'-biindazol]-1-yl)acetate